3,5-diisopropyl-N-(2-methyl-6-nitrophenyl)-[1,1'-biphenyl]-4-amine C(C)(C)C=1C=C(C=C(C1NC1=C(C=CC=C1[N+](=O)[O-])C)C(C)C)C1=CC=CC=C1